C(\C=C\CC)O E-2-pentenol